N-(1-(7-(8-ethynyl-7-fluoro-3-methoxynaphthalen-1-yl)-8-fluoro-2-(((2S,4R)-4-fluoro-1,2-dimethylpyrrolidin-2-yl)methoxy)pyrido[4,3-d]pyrimidin-4-yl)azepan-3-yl)acrylamide C(#C)C=1C(=CC=C2C=C(C=C(C12)C1=C(C=2N=C(N=C(C2C=N1)N1CC(CCCC1)NC(C=C)=O)OC[C@]1(N(C[C@@H](C1)F)C)C)F)OC)F